2-(((6-bromo-3-fluoropyridin-2-yl)oxy)methyl)-6-chlorobenzo[d]thiazole BrC1=CC=C(C(=N1)OCC=1SC2=C(N1)C=CC(=C2)Cl)F